tert-butyl (R)-3-(2-methoxy-2-oxoethyl)pyrrolidine-1-carboxylate COC(C[C@@H]1CN(CC1)C(=O)OC(C)(C)C)=O